2-[(2'R,4S)-6-chloro-2'-fluoro-1-oxospiro[3H-isoquinoline-4,1'-cyclopropane]-2-yl]-N-(5-fluoropyrimidin-2-yl)acetamide ClC=1C=C2C(=CC1)C(N(C[C@@]21[C@@H](C1)F)CC(=O)NC1=NC=C(C=N1)F)=O